N-(5-formylpyridin-2-yl)methanesulfonamide C(=O)C=1C=CC(=NC1)NS(=O)(=O)C